ClC[C@]1([C@H](C[C@@H](O1)N1C(NC(C=C1)=O)=O)O)CO 1-((2R,4S,5R)-5-(chloromethyl)-4-hydroxy-5-(hydroxymethyl)tetrahydro-furan-2-yl)pyrimidine-2,4(1H,3H)-dione